7-[1-(3-Chlorophenyl)-3-(4,5-dihydro-oxazol-2-yl)-7-oxo-3a,4,5,7a-tetrahydropyrazolo[3,4-c]pyridin-6-yl]-2-methyl-3,4-dihydro-isoquinolin-1-one ClC=1C=C(C=CC1)N1N=C(C2C1C(N(CC2)C2=CC=C1CCN(C(C1=C2)=O)C)=O)C=2OCCN2